(S)-N-(2-ethynyl-thiazol-4-yl)-4-(3'-(3-hydroxypyrrolidin-1-yl)-[1,1'-biphenyl]-4-yl)-piperazine-1-carboxamide C(#C)C=1SC=C(N1)NC(=O)N1CCN(CC1)C1=CC=C(C=C1)C1=CC(=CC=C1)N1C[C@H](CC1)O